NC1=C(C(=O)OC)C(=C(C(=C1F)Br)OC)F methyl 2-amino-4-bromo-3,6-difluoro-5-methoxybenzoate